2,3-bis(methylimino)butane CN=C(C)C(C)=NC